N[C@H](C)C=1C=C(C#N)C=C(C1)F (R)-3-(1-aminoethyl)-5-fluorobenzonitrile